CNC(C)C1OCC2(C3=C1SC=C3)CC2 N-methyl-1-(5'H,7'H-spiro[cyclopropane-1,4'-thieno[2,3-c]pyran]-7'-yl)ethan-1-amine